C1(CC1)C1=C(C(=NO1)C1=C(C=CC=C1F)F)COC1C[C@H]2CC[C@@H](C1)N2C(=O)OC(C)(C)C (1R,3R,5S)-tert-butyl 3-((5-cyclopropyl-3-(2,6-difluorophenyl)isoxazol-4-yl)methoxy)-8-azabicyclo[3.2.1]octane-8-carboxylate